3-(methyl(4-(5-(trifluoromethyl)-1,2,4-oxadiazol-3-yl)benzyl)amino)-4-(4-methylpiperazin-1-yl)cyclobut-3-ene-1,2-dione CN(C=1C(C(C1N1CCN(CC1)C)=O)=O)CC1=CC=C(C=C1)C1=NOC(=N1)C(F)(F)F